N-[4-fluoro-5-[1-(2-methylpropyl)-3,6-dihydro-2H-pyridin-4-yl]-2-[rac-(3R,5S)-3,4,5-trimethylpiperazin-1-yl]phenyl]-6-oxo-4-(trifluoromethyl)-1H-pyridine-3-carboxamide FC1=CC(=C(C=C1C=1CCN(CC1)CC(C)C)NC(=O)C1=CNC(C=C1C(F)(F)F)=O)N1C[C@H](N([C@H](C1)C)C)C |r|